ClCC1=NC2=CC(=CC=C2C(N1)=O)OC 2-(Chloromethyl)-7-methoxyquinazolin-4(3H)-one